(5S,7S)-2-[2-(difluoromethoxy)ethyl-sulfonyl]-7-fluoro-5-phenyl-6,7-dihydro-5H-pyrrolo[1,2-b][1,2,4]triazole FC(OCCS(=O)(=O)C=1N=C2N(N1)[C@@H](C[C@@H]2F)C2=CC=CC=C2)F